7-((4-(6-(1H-pyrazol-5-yl)pyridin-3-yl)piperazin-1-yl)methyl)-3-ethyl-1,5-naphthyridin-2(1H)-one N1N=CC=C1C1=CC=C(C=N1)N1CCN(CC1)CC1=CN=C2C=C(C(NC2=C1)=O)CC